NC(CNC(=O)C=1C=C2C3(C(NC2=CC1)=O)CCC(CC3)OC3=NC=C(C=C3Cl)Cl)=O N-(2-amino-2-oxo-ethyl)-cis-4-[(3,5-dichloro-2-pyridyl)oxy]-2'-oxo-spiro[cyclohexane-1,3'-indoline]-5'-carboxamide